NC1=NC=2C=CC(=CC2C2=C1C=NN2C)C(=O)N(C2CC2)CC2=NC=C(C=C2)Br 4-amino-N-((5-bromopyridin-2-yl)methyl)-N-cyclopropyl-1-methyl-1H-pyrazolo[4,3-c]quinoline-8-carboxamide